OC1CCN(CC1)CC(=O)NC=1C=C(C(=NC1)C)NC(=O)C1=NN=C2N1C=CC(=C2)C=2C=NN(C2)C N-(5-(2-(4-hydroxypiperidin-1-yl)acetamido)-2-methylpyridin-3-yl)-7-(1-methyl-1H-pyrazol-4-yl)-[1,2,4]triazolo[4,3-a]pyridine-3-carboxamide